C(C)(C)(C)OC(NC1CN(C1)C(=O)C=1N=C(NC1C)C1=NC=CC(=C1)C=1C=NC=C(C1)N1CCOCC1)=O tert-Butyl(1-{[5-methyl-2-(5-morpholin-4-yl-3,4'-bipyridin-2'-yl)-1H-imidazol-4-yl]carbonyl}azetidin-3-yl)carbamat